C1(=CC(=CC=C1)CC(=O)N)C 2-(m-tolyl)acetamide